2-(3-fluorophenyl)-4-(3-piperidinyloxy)-thieno[2,3-d]pyridazine FC=1C=C(C=CC1)C1=CC=2C(=CN=NC2OC2CNCCC2)S1